N(N)C1(SC=CN1)C#N 2-hydrazino-1,3-thiazolecarbonitrile